FC1=COC2=C1C=C(C=C2)CC(C)NC2COC2 N-(1-(3-fluorobenzofuran-5-yl)propan-2-yl)oxetan-3-amine